C(C)OC=1C=C(C=CC1)O 3-Ethoxyphenol